C1(CCC1)C1=CC(=C(C=C1C)N1C(C=CC2=CC(=CC=C12)S(=O)(=O)NC=1N=NC=CC1)=O)OC (P)-1-(4-cyclobutyl-2-methoxy-5-methylphenyl)-2-oxo-N-(pyridazin-3-yl)-1,2-dihydroquinoline-6-sulphonamide